P(=O)(OCCCCCCCCCCCCCCCCCCCCCCC)([O-])[O-] tricosyl phosphate